1,4-Dihydropyrazolo[4,3-c]pyrazole-3-carboxylic acid N1N=C(C2=C1C=NN2)C(=O)O